Fluorazepan C1CCCN(CC1)F